BrC=1C=CC(=NC1)C(C(=O)C1=C(C=CC=C1)F)(F)F 2-(5-bromopyridin-2-yl)-2,2-difluoro-1-(2-fluorophenyl)ethan-1-one